MethylEthanolAmine CNCCO